chloromethyl-triazolone ClCC=1C(N=NN1)=O